OC=1C=[N+](C=CC1)C 3-hydroxy-N-methylpyridinium